CC(C=O)NC(=O)OC(C)(C)C tert-butyl N-[(2S)-1-oxopropan-2-yl]carbamate